5-fluoro-3-methyl-1-(5-methyl-1,3,4-thiadiazol-2-yl)benzimidazol-2-one FC1=CC2=C(N(C(N2C)=O)C=2SC(=NN2)C)C=C1